N[C@@]1(OC=CC1)CC(=O)O (S)-2-AMINO-2-FURANACETIC ACID